COC(=O)C1CC(CC1)O[Si](C1=CC=CC=C1)(C1=CC=CC=C1)C(C)(C)C 3-((tert-Butyldiphenylsilyl)oxy)cyclopentane-1-carboxylic acid methyl ester